4-(4-(4-Acryloylpiperazin-1-yl)phenyl)-6-(1-(3-methoxypropyl)-1H-pyrazol-4-yl)pyrazolo[1,5-a]pyridine-3-carbonitrile C(C=C)(=O)N1CCN(CC1)C1=CC=C(C=C1)C=1C=2N(C=C(C1)C=1C=NN(C1)CCCOC)N=CC2C#N